2-(o-tolyl)oxazol C1(=C(C=CC=C1)C=1OC=CN1)C